N=1C=CN2C=NC=C(C21)C#N imidazo[1,2-c]pyrimidine-8-carbonitrile